FC(C(=O)O)(F)F.FC1=C2C=C(NC2=C(C=C1)C)C(=O)N 4-fluoro-7-methyl-1H-indole-2-carboxamide trifluoroacetate